Cl.FC(CC(C)N)(F)F (3,3,3-Trifluoro-1-methyl-propyl)amine hydrochloride